6-[2-(2-cyano-2-methylideneethyl)-1-oxo-2,3-dihydro-1H-isoindol-4-yl]-N,1-dimethyl-1H-indazole-4-carboxamide C(#N)C(CN1C(C2=CC=CC(=C2C1)C=1C=C(C=2C=NN(C2C1)C)C(=O)NC)=O)=C